O=C1N[C@@H]2CC[C@H]3[C@@H]4CC[C@@H]([C@@]4(C)CC[C@@H]3[C@]2(C=C1)C)C(=O)N1CCCCC1 1-(3-oxo-4-aza-5α-androst-1-ene-17β-carbonyl)piperidine